1,3-bis(isocyanato-methyl)cyclohexane N(=C=O)CC1CC(CCC1)CN=C=O